ClC=1C=NC(=NC1)C=1CCN(CC1)C(=O)OC(C)(C)C tert-butyl 4-(5-chloropyrimidin-2-yl)-3,6-dihydropyridin-1(2H)-carboxylate